C1(=CC=CC=C1)C1=NC(=NC(=N1)C1=CC=CC=C1)C1=CC(=CC=C1)B1OC(C(O1)(C)C)(C)C 2,4-Diphenyl-6-(3-(4,4,5,5-tetramethyl-1,3,2-dioxaborolan-2-yl)phenyl)-1,3,5-triazine